tri-tert-butyl (5R,12S,16S)-5-({3-[(tert-butoxycarbonyl)(methyl)amino]naphthalen-2-yl}methyl)-3,6,14-trioxo-1-phenyl-2-oxa-4,7,13,15-tetraazaoctadecane-12,16,18-tricarboxylate C(C)(C)(C)OC(=O)N(C=1C(=CC2=CC=CC=C2C1)C[C@@H](NC(OCC1=CC=CC=C1)=O)C(NCCCC[C@H](NC(N[C@@H](CCC(=O)OC(C)(C)C)C(=O)OC(C)(C)C)=O)C(=O)OC(C)(C)C)=O)C